C(/C1=CC=CC=C1)=N\NC1=NC=2N(C(=C1)N1CCOCC1)N=C(N2)C2=CC=CC=C2 (E)-4-(5-(2-benzylidenehydrazinyl)-2-phenyl-[1,2,4]triazolo[1,5-a]pyrimidin-7-yl)morpholine